methyl cis-3-(4-carbamoyl-2-pyridyl)cyclopentanecarboxylate C(N)(=O)C1=CC(=NC=C1)[C@H]1C[C@H](CC1)C(=O)OC